6-chloro-4-(5-fluoro-3,3-dimethylindolin-1-yl)pyrido[3,2-d]pyrimidine ClC=1C=CC=2N=CN=C(C2N1)N1CC(C2=CC(=CC=C12)F)(C)C